O(C1=CC=CC=C1)C(C(C)O)O phenoxypropyleneglycol